ClC1=CC=C(C=C1)C(\C=C\C1=CC=C(C=C1)OCCO[C@@H]1[C@@H]([C@@H]2CC[C@H]([C@@H]3CC[C@]4(OO[C@]32[C@H](O1)O4)C)C)C)=O (E)-1-(4-Chlorophenyl)-3-[4-[2-[[(1R,4S,5R,8S,9R,10S,12R,13R)-1,5,9-trimethyl-11,14,15,16-tetraoxatetracyclo[10.3.1.04,13.08,13]hexadecan-10-yl]oxy]ethoxy]phenyl]prop-2-en-1-one